BrC1=CC=C(S1)C(=O)N1CCN(CC1)C1=NC=C(C=C1)O (5-Bromothiophen-2-yl)-[4-(5-hydroxypyridin-2-yl)-piperazin-1-yl]-methanone